(2R,3S,4R,5S)-4-[[3-[2-Methoxy-6-(trifluoromethyl)-3-pyridyl]-4,5-dimethyl-5-(trifluoromethyl)tetrahydrofuran-2-carbonyl]amino]pyridin-2-carboxamid COC1=NC(=CC=C1[C@H]1[C@@H](O[C@@]([C@@H]1C)(C(F)(F)F)C)C(=O)NC1=CC(=NC=C1)C(=O)N)C(F)(F)F